CC=1OC2=C(C1C(=O)N[C@H]1CNCC1)C=C(C=C2)O[C@H](C)C2=C(C=CC=C2)C(F)(F)F |&1:19| rac-2-methyl-N-((R)-pyrrolidin-3-yl)-5-(1-(2-(trifluoromethyl)phenyl)ethoxy)benzofuran-3-carboxamide